F[P-](F)(F)(F)(F)F.Br[P+](N1CCCC1)(N1CCCC1)N1CCCC1 bromotripyrrolidino-phosphonium hexafluorophosphate